CN1C2=C(OC[C@@H](C1=O)NC(=O)C=1NC3=C(C=CC=C3C1)C1=CC=C(C=C1)C)C=CC=C2 (S)-N-(5-methyl-4-oxo-2,3,4,5-tetrahydrobenzo[b][1,4]oxazepin-3-yl)-7-(p-tolyl)-1H-indole-2-carboxamide